(5-bromo-2-hydroxy-4-methylphenyl)ethan-1-one BrC=1C(=CC(=C(C1)C(C)=O)O)C